3,3-difluoroazetidine-hydrochloride Cl.FC1(CNC1)F